C(C)(C)(C)[C@H](C)NC(CCOCCOCCOCCOCCC(N1CCN(CC1)C1=CC=C(C=C1)C(=O)N1CCC(CC1)CCCCNC(\C=C\C=1C=NC=CC1)=O)=O)=O (S)-2-(tert-butyl)-4,19-dioxo-19-(4-(4-(4-(4-((E)-3-(Pyridin-3-yl)acrylamido)butyl)piperidine-1-carbonyl)phenyl)piperazin-1-yl)-7,10,13,16-tetraoxa-3-azanonadecane